C(C)OC(C(F)(F)C1=CC=CC2=CC=CC(=C12)C(C(=O)OCC)(F)F)=O 2-[8-(2-ethoxy-1,1-difluoro-2-oxo-ethyl)-1-naphthyl]-2,2-difluoro-acetic acid ethyl ester